2,4,4,10,10-Pentamethyl-8-propan-2-yl-3,5-dioxatricyclo[6.2.1.02,6]undecane CC12C3C(CC(CC2OC(O1)(C)C)(C3)C(C)C)(C)C